COC([C@@H](NC(=O)OC(C)(C)C)CCC(=O)OC)=O N-Boc-L-glutamic acid dimethyl ester